BrCCCCCCCCCCCCCC/C=C/CCO (3E)-18-bromo-3-octadecen-1-ol